CC1=CC2=C(C(=NO2)C2=C(C=CC=C2)[C@H](CC2=NC=CC=C2)NC(OC(C)(C)C)=O)C=C1 tert-butyl (S)-{1-[2-(6-methylbenzo[d]isoxazol-3-yl)phenyl]-2-(pyridine-2-yl)ethyl}carbamate